perfluorobutylsulfonic acid triphenylsulfonium salt C1(=CC=CC=C1)[S+](C1=CC=CC=C1)C1=CC=CC=C1.FC(C(C(C(F)(F)F)(F)F)(F)F)(S(=O)(=O)[O-])F